(tetrahydrofuran-3-yl)-1H-pyrazole O1CC(CC1)N1N=CC=C1